C1(CCC1)[C@H](C)NCC1=C2C(=NC(=C1)C(=O)N)C=CN2 7-((((S)-1-cyclobutylethyl)amino)methyl)-1H-pyrrolo[3,2-b]pyridine-5-carboxamide